(1r,5s)-3'-(((benzyloxy)carbonyl)amino)-8-azaspiro[bicyclo[3.2.1]octane-3,1'-cyclobutane]-8-carboxylic acid tert-butyl ester C(C)(C)(C)OC(=O)N1[C@H]2CC3(CC(C3)NC(=O)OCC3=CC=CC=C3)C[C@@H]1CC2